N1(C2N(CCC1)CCC2)CC2=CC=C(COC(CCCCC)=O)C=C2 hexanoic acid 4-(hexahydro-pyrrolo[1,2-a]pyrimidin-1-yl-methyl)-benzyl ester